monochloropinacolone ClCC(C(C)(C)C)=O